copper-cadmium zinc sulfate S(=O)(=O)([O-])[O-].[Zn+2].[Cd+2].[Cu+2].S(=O)(=O)([O-])[O-].S(=O)(=O)([O-])[O-]